tert-butyl 4-[3-[3-amino-6-(2-hydroxyphenyl)pyridazin-4-yl]-4-fluoro-phenyl]piperidine-1-carboxylate NC=1N=NC(=CC1C=1C=C(C=CC1F)C1CCN(CC1)C(=O)OC(C)(C)C)C1=C(C=CC=C1)O